cyanomethylpiperazin-1-carboxylate C(#N)COC(=O)N1CCNCC1